1-(1H-benzoimidazol-5-yl)-2-(8-morpholin-4-yl-2,3-dihydroimidazo[1,2-c]quinazolin-5-yl)vinyl alcohol N1C=NC2=C1C=CC(=C2)C(=CC2=NC=1C=C(C=CC1C=1N2CCN1)N1CCOCC1)O